ethylene 1,4-butylene adipate C1(CCCCC(=O)OCCCCO1)=O.C=C